(1S,4s)-4-(8-(2,4-dichloro-6-fluorophenylamino)-2-((R)-1-(methylsulfonyl)piperidin-3-ylamino)-9H-purin-9-yl)cyclohexanecarboxamide ClC1=C(C(=CC(=C1)Cl)F)NC=1N(C2=NC(=NC=C2N1)N[C@H]1CN(CCC1)S(=O)(=O)C)C1CCC(CC1)C(=O)N